NCCCC(=O)[Si](OCC)(OCC)OCC 4-aminobutyryltriethoxysilane